3-(benzo[b]thiophen-6-yl)-N-methylbut-3-en-2-amine S1C2=C(C=C1)C=CC(=C2)C(C(C)NC)=C